C(C)S(=O)(=O)C=1C=C(C=NC1C1=NC2=C(C=NC(=C2)C(F)(F)F)N1C)NC(OC(C)(C)C)=O tert-butyl N-[5-ethylsulfonyl-6-[3-methyl-6-(trifluoromethyl) imidazo[4,5-c]pyridin-2-yl]-3-pyridyl]carbamate